CC1=CC=C(C=N1)C(C)=O 1-(6-methylpyridin-3-yl)ethane-1-one